2-methoxyethyl (1S,2R,5R)-3-((3-fluoro-4-((5-fluoro-benzo[d]oxazol-2-yl)oxy)phenyl) sulfonyl)-2-(hydroxy-carbamoyl)-3,8-diazabicyclo[3.2.1]-octane-8-carboxylate FC=1C=C(C=CC1OC=1OC2=C(N1)C=C(C=C2)F)S(=O)(=O)N2[C@H]([C@@H]1CC[C@H](C2)N1C(=O)OCCOC)C(NO)=O